N1(CCCCC1)C=1SC2=C(N1)OC=1C=CC=CC1C2=O (piperidin-1-yl)-9H-chromeno[2,3-d]thiazol-9-one